C(C)C1=CC2=C(N=C(S2)NC(=O)C2C(C3C=CC2C3)C(=O)O)C=C1 3-[(6-ethyl-1,3-benzothiazol-2-yl)carbamoyl]bicyclo[2.2.1]hept-5-ene-2-carboxylic acid